ClCC1=C(C=CC=C1)C1=C(C=CC=C1)S(=O)(=O)N (2-(chloromethyl)phenyl)-benzenesulfonamide